C(CCCCCCCCC(=O)OCC(CCCC)CC)(=O)OCCC(CCCCCCCCCCCC)OC(=O)OCCCN(C)CC 1-(3-(((3-(ethyl (methyl) amino) propoxy) carbonyl) oxy) pentadecyl) 10-(2-ethylhexyl) sebacate